ClC=1C=C(C=CC1C)C\C(\C(=O)NCC=1C=C2CN(C(C2=CC1)=O)C1C(NC(CC1)=O)=O)=N/OC (E)-3-(3-chloro-4-methylphenyl)-N-((2-(2,6-dioxopiperidin-3-yl)-1-oxoisoindolin-5-yl)methyl)-2-(methoxyimino)propionamide